N(=C=O)CCC[Si](OC)(OC)OC gamma-isocyanatopropyl-trimethoxysilane